4-((5-(4-hydroxyphenyl)-1H-pyrazol-3-yl)amino)phenol OC1=CC=C(C=C1)C1=CC(=NN1)NC1=CC=C(C=C1)O